tert-butyl (S)-((1-(5-chloro-2-isobutoxybenzyl) pyrrolidin-3-yl)methyl)carbamate ClC=1C=CC(=C(CN2C[C@@H](CC2)CNC(OC(C)(C)C)=O)C1)OCC(C)C